N=1N2C(=C(C1)C1=CN3C(S1)=C(C=N3)C(=O)NC=3C(=NC=C(C3)NC(CN3[C@H](CCC3)C)=O)C)CCC2 (S)-2-(5,6-dihydro-4H-pyrrolo[1,2-b]pyrazol-3-yl)-N-(2-methyl-5-(2-(2-methylpyrrolidin-1-yl)acetamido)pyridin-3-yl)pyrazolo[5,1-b]thiazole-7-carboxamide